(cis)-2-(4-bromo-3-fluorophenyl)-4-methoxypyrrolidine-1-carboxylic acid tert-butyl ester C(C)(C)(C)OC(=O)N1[C@H](C[C@H](C1)OC)C1=CC(=C(C=C1)Br)F